C(C)OC(=O)C=1C=NN(C1)C1CNC1 1-(azetidin-3-yl)-1H-pyrazole-4-carboxylic acid ethyl ester